2-fluoro-4-(2-chloro-4-trifluoromethyl-phenoxy)aniline FC1=C(N)C=CC(=C1)OC1=C(C=C(C=C1)C(F)(F)F)Cl